magnesium(II) oxide [O-2].[Mg+2]